[Br-].C(C(C)C)[Ti+2]CC(C)C.[Br-] diisobutyl-titanium bromide